isocitric acid C(C(O)C(C(=O)O)CC(=O)O)(=O)O